4-(1-(2,2-difluoroethyl)-3-phenyl-1H-pyrazol-4-yl)-6-methoxy-7-(2-methoxyethoxy)quinazoline FC(CN1N=C(C(=C1)C1=NC=NC2=CC(=C(C=C12)OC)OCCOC)C1=CC=CC=C1)F